(S)-2-(4-((3-(3-(3-cyclopropylpropoxy)-4-methoxyphenyl)-6-methyl-2-oxotetrahydropyrimidin-1(2H)-yl)methyl)-3-methoxyphenyl)acetaldehyde C1(CC1)CCCOC=1C=C(C=CC1OC)N1C(N([C@H](CC1)C)CC1=C(C=C(C=C1)CC=O)OC)=O